C1(CC1)COC1=CC=C2C=NC=NC2=C1 7-cyclopropylmethoxy-quinazoline